((3S)-1-(5-((Z)-4,4,4-trifluoro-1-(3-fluoro-1-(tetrahydro-2H-pyran-2-yl)-1H-indazol-5-yl)-2-phenylbut-1-en-1-yl)pyridin-2-yl)pyrrolidin-3-yl)carbamate FC(C/C(=C(\C=1C=C2C(=NN(C2=CC1)C1OCCCC1)F)/C=1C=CC(=NC1)N1C[C@H](CC1)NC([O-])=O)/C1=CC=CC=C1)(F)F